F[C@@H](C(=O)OCC)CCI |r| (±)-ethyl 2-fluoro-4-iodobutanoate